C(#N)[C@@]1(C[C@@H](CN(CC1)C=1C2=C(N=C(N1)OCC13CCCN3CCC1)C(=C(N=C2)C2=CC(=CC1=CC=CC(=C21)C#C)O)F)NC(C=C)=O)C N-((3S,5S)-5-cyano-1-(7-(8-ethynyl-3-hydroxynaphthalen-1-yl)-8-fluoro-2-((tetrahydro-1H-pyrrolizin-7a(5H)-yl)methoxy)pyrido[4,3-d]pyrimidin-4-yl)-5-methylazepan-3-yl)acrylamide